(5-(6-chloro-4-(isopropylamino)-3-pyridinyl)pent-4-ynyl)morpholine-4-carboxamide ClC1=CC(=C(C=N1)C#CCCCC1N(CCOC1)C(=O)N)NC(C)C